BrC=1C(=C2CN(C(C2=CC1)=O)N1C(CCCC1=O)=O)OC (5-bromo-4-methoxy-1-oxo-isoindolin-2-yl)piperidine-2,6-dione